2-fluoro-isophthalic acid FC1=C(C(=O)O)C=CC=C1C(=O)O